2-((3-(3-(4-chlorophenyl)propyl)-1,2,4-oxadiazol-5-yl)methyl)acrylic acid ClC1=CC=C(C=C1)CCCC1=NOC(=N1)CC(C(=O)O)=C